methyl 3-(1-(3,4-dichlorophenyl) pyrrolidin-3-yl)-2,6-difluorobenzoate ClC=1C=C(C=CC1Cl)N1CC(CC1)C=1C(=C(C(=O)OC)C(=CC1)F)F